FC=1C(=NC(=NC1)NC1=CC(=C(C=C1)N1CCN(CC1)CCF)F)OC1=C(C=CC=C1)NC(C=C)=O N-(2-(5-fluoro-2-(3-fluoro-4-(4-(2-fluoroethyl)piperazin-1-yl)anilino)pyrimidin-4-yloxy)phenyl)acrylamide